C(C)(C)(C)OC(=O)N1[C@H]2CN[C@@H](C1)CC2.[C@H]21N(C[C@H](N(C2)C(=O)OC(C)(C)C)CC1)C(=O)OCC1C2=CC=CC=C2C=2C=CC=CC12 2-((9H-fluoren-9-yl)methyl) 5-(tert-butyl) (1R,4R)-2,5-diazabicyclo[2.2.2]octane-2,5-dicarboxylate tert-Butyl-(1R,4R)-2,5-diazabicyclo[2.2.2]octane-2-carboxylate